N-((4-fluorocyclohexyl)(5-(2-methoxy-1-(2-oxo-4-(trifluoromethyl)imidazolidin-1-yl)ethyl)benzo[d]oxazol-2-yl)methyl)-4-methyl-1,2,5-oxadiazole-3-carboxamide FC1CCC(CC1)C(NC(=O)C1=NON=C1C)C=1OC2=C(N1)C=C(C=C2)C(COC)N2C(NC(C2)C(F)(F)F)=O